BrC=1N=C(OC1C(=O)N1[C@H](C2=C(CC1)NC=N2)C2=NN1C(C(=CC=C1)F)=C2)C(C)(C)O (R)-(4-bromo-2-(2-hydroxypropan-2-yl)oxazol-5-yl)(4-(4-fluoropyrazolo[1,5-a]pyridin-2-yl)-6,7-dihydro-1H-imidazo[4,5-c]pyridin-5(4H)-yl)methanone